NC1=NC(N(C=C1F)[C@@H]1O[C@]([C@H]([C@@H]1F)O)(CCl)CO[Si](C)(C)C(C)(C)C)=O 4-amino-1-[(2R,3S,4R,5R)-5-{[(tert-butyldimethylsilyl)oxy]methyl}-5-(chloromethyl)-3-fluoro-4-hydroxyoxolan-2-yl]-5-fluoropyrimidin-2-one